2-(((2R,3S,5R)-5-(6-amino-9H-purin-9-yl)-3-((tert-butyldimethylsilyl)oxy)tetrahydrofuran-2-yl)methoxy)-1,3,2-dithiaphospholane 2-sulfide NC1=C2N=CN(C2=NC=N1)[C@H]1C[C@@H]([C@H](O1)COP1(SCCS1)=S)O[Si](C)(C)C(C)(C)C